3-[5-(3-(3-Fluorophenyl)-3-oxopropen-1-yl)-1-methyl-1H-pyrrol-2-yl]-N-hydroxy-2-propenamide CN1C=C(C=C1/C=C/C(=O)NO)/C=C/C(=O)C2=CC(=CC=C2)F